5-(methylsulfonyl)-N-((5-(trifluoromethyl)pyridin-2-yl)methyl)thiophene-2-carboxamide CS(=O)(=O)C1=CC=C(S1)C(=O)NCC1=NC=C(C=C1)C(F)(F)F